C(=O)O.C1(CC1)CCC(=O)N1[C@H](CN(CC1)C1=NC(=NC=2C[C@H](CCC12)C1=CC=CC2=CC=CC=C12)OC[C@H]1N(CCC1)C)CC#N 2-((S)-1-(3-cyclopropylpropionyl)-4-((S)-2-(((S)-1-methylpyrrolidin-2-yl)methoxy)-7-(naphthalen-1-yl)-5,6,7,8-tetrahydroquinazolin-4-yl)piperazin-2-yl)acetonitrile formate salt